O1C=NC=C1C(=O)OC(C)(C)C tert-Butyl oxazole-5-carboxylate